C(C)OC(=O)C=1N=C(SC1C1CC1)Br.C1(=CC=CC=C1)C=1C(=NC=CC1)CN=C=O phenyl-2-(isocyanatomethyl)pyridine ethyl-2-bromo-5-cyclopropylthiazole-4-carboxylate